(2-(3,4-dimethoxyphenyl)-3-ethyl-1H-indole-5-carboxamido)methanesulfonic acid COC=1C=C(C=CC1OC)C=1NC2=CC=C(C=C2C1CC)C(=O)NCS(=O)(=O)O